C(C)C1(OC2=CC=C(C=C2C(C1)=O)B1OC(C(O1)(C)C)(C)C)CC 2,2-diethyl-6-(4,4,5,5-tetramethyl-1,3,2-dioxaborolan-2-yl)chroman-4-one